ClC1=CC=C(C(=N1)C(=O)N[C@H](C)C1=CC=C(C=C1)OC)[S@](=O)C 6-Chloro-N-((R)-1-(4-methoxyphenyl)ethyl)-3-((R)-methylsulfinyl)-2-pyridinecarboxamide